C1NCCC12CCC(CC2)NC=2C=CC=C1C(=NN(C21)C)C2C(NC(CC2)=O)=O 3-(7-((2-azaspiro[4.5]decan-8-yl)amino)-1-methyl-1H-indazol-3-yl)piperidine-2,6-dione